6-((1,6-naphthyridin-2-yl)amino)-N-((1R,4R)-4-((2-(2-(2-aminoethoxy)ethoxy)ethyl)(methyl)carbamoyl)cyclohexyl)-4-(cyclopropylamino)nicotinamide hydrochloride Cl.N1=C(C=CC2=CN=CC=C12)NC1=NC=C(C(=O)NC2CCC(CC2)C(N(C)CCOCCOCCN)=O)C(=C1)NC1CC1